S(=O)(=O)(O)C=1C(C=CC(C1)=O)=O 2-sulfo-1,4-benzoquinone